C1(CC1)C1=C(C(=NO1)C1=C(C=CC=C1Cl)Cl)CO[C@H]1[C@@H]2CN([C@H](C1)C2)C2=CC=C(C(=O)NS(=O)(=O)C1CCC(CC1)O)C=C2 4-[(1S,4S,5R)-5-{[5-cyclopropyl-3-(2,6-dichlorophenyl)-1,2-oxazol-4-yl]methoxy}-2-azabicyclo[2.2.1]heptan-2-yl]-N-{[(1r,4r)-4-hydroxycyclohexyl]sulfonyl}benzamide